C1=C(C=CC=2OC3=C(C21)C=CC=C3)C(C)NC3=CN=C(N(C3=O)CC(=O)N)C3=NC=CC=C3 2-(5-((1-(dibenzo[b,d]furan-2-yl)ethyl)amino)-6-oxo-2-(pyridin-2-yl)pyrimidin-1(6H)-yl)acetamide